ClCC(=O)N[C@H](C(=O)N1[C@@H](C[C@H](C1)O)C(=O)N[C@@H](C)C1=CC=C(C=C1)C1=C(N=CS1)C)C(C)(C)C (2S,4R)-1-((S)-2-(2-chloroacetamido)-3,3-dimethylbutanoyl)-4-hydroxy-N-((S)-1-(4-(4-methylthiazol-5-yl)phenyl)ethyl)pyrrolidine-2-carboxamide